(1R,3S,5R)-2-(2-(3-acetyl-5-(2-methylpyrimidin-5-yl)-1H-indazol-1-yl)acetyl)-N-(6-bromo-3-methylpyridin-2-yl)-5-((cyclopropyl-amino)methyl)-2-azabicyclo[3.1.0]hexane-3-carboxamide C(C)(=O)C1=NN(C2=CC=C(C=C12)C=1C=NC(=NC1)C)CC(=O)N1[C@@H]2C[C@@]2(C[C@H]1C(=O)NC1=NC(=CC=C1C)Br)CNC1CC1